1-(2-amino-6,7-dihydro-5H-thiazolo[4,5-f]indol-5-yl-6,7-d2)ethan-1-one NC=1SC=2C(=CC=3C(C(N(C3C2)C(C)=O)[2H])[2H])N1